N-((2S,3S)-2-((2,3'-difluorobiphenyl-3-yl)methyl)-1-((1-hydroxycyclobutyl)carbonyl)pyrrolidin-3-yl)ethanesulfonamide FC1=C(C=CC=C1C[C@@H]1N(CC[C@@H]1NS(=O)(=O)CC)C(=O)C1(CCC1)O)C1=CC(=CC=C1)F